1-(5-benzylpyrimidin-2-yl)-4-(6-(1-methyl-1H-pyrazol-4-yl)pyrazolo[1,5-a]pyridin-3-yl)piperazin-2-one C(C1=CC=CC=C1)C=1C=NC(=NC1)N1C(CN(CC1)C=1C=NN2C1C=CC(=C2)C=2C=NN(C2)C)=O